C(C)OC(CC1C(OC(C(C1CC(=O)OCC)NC(C)=O)OC1=CC=2C(=NON2)C=C1)COC(C)=O)=O 5-acetamido-2-(acetoxymethyl)-6-(benzo[c][1,2,5]oxadiazol-5-yloxy)tetrahydro-2H-pyran-3,4-diacetic acid diethyl ester